(R)-2-bromo-4-fluoro-benzoic acid BrC1=C(C(=O)O)C=CC(=C1)F